OC1=C(C=CC(=C1)C(F)(F)F)C=1C=2N(C(=NN1)SCC(=O)OCC)C=CC2 ethyl 2-((1-(2-hydroxy-4-(trifluoromethyl)phenyl)pyrrolo[1,2-d][1,2,4]triazin-4-yl)thio)acetate